3-[(3-chloro-2-methoxyphenyl)amino]-2-(3-{2-[(1S,3R,5S)-2-(prop-2-enoyl)-2-azabicyclo[3.1.0]hexan-3-yl]ethynyl}pyridin-4-yl)-1H,5H,6H,7H-pyrrolo[3,2-c]pyridin-4-one ClC=1C(=C(C=CC1)NC1=C(NC2=C1C(NCC2)=O)C2=C(C=NC=C2)C#C[C@@H]2N([C@H]1C[C@H]1C2)C(C=C)=O)OC